2-(3,4-dichlorophenyl)-N-[(2S)-2-hydroxy-2-(3-pyridyl)ethyl]-N-isopropyl-acetamide ClC=1C=C(C=CC1Cl)CC(=O)N(C(C)C)C[C@H](C=1C=NC=CC1)O